C(C)\[N+](\CCOC)=C/1\C=CC2=NC3=CC(=C(C=C3OC2=C1)NCCOCCOC)C (E)-N-ethyl-2-methoxy-N-(7-((2-(2-methoxyethoxy)ethyl)amino)-8-methyl-3H-phenoxazin-3-ylidene)ethan-1-aminium